OC[C@H]1N(CCC1)C(=O)OC(C)(C)C tert-butyl (2s)-2-(hydroxymethyl)pyrrolidine-1-carboxylate